ClC=1C=NC=C(C1[C@@H](C)OC=1C=C2C(=NNC2=CC1)C=1C=C(C(=NC1)N1CC2(C1)NCCOC2)F)Cl (R)-2-(5-(5-(1-(3,5-dichloropyridin-4-yl)ethoxy)-1H-indazol-3-yl)-3-fluoropyridin-2-yl)-8-oxa-2,5-diazaspiro[3.5]nonane